C(C)(C)(C)OC(=O)[C@@H]1CC[C@H](CC1)NC1=NC=C(C(=N1)C1=CC=CC(=N1)N1C(C=CC=C1)=O)F.[N+](=O)([O-])C=1C=CC2=C(N=C(O2)C=2C=CC(=NC2)NC(=O)C23CC4CC(CC(C2)C4)C3)C1 N-(5-(5-nitrobenzo[d]oxazol-2-yl)pyridin-2-yl)adamantane-1-carboxamide tert-butyl-trans-4-((5-fluoro-4-(2-oxo-2H-[1,2'-bipyridin]-6'-yl)pyrimidin-2-yl)amino)cyclohexane-1-carboxylate